(3aS,6aS)-2-methyloctahydropyrrolo[3,4-c]pyrrole dihydrochloride salt Cl.Cl.CN1C[C@@H]2CNC[C@H]2C1